2-acetamido-2,6-dideoxy-D-gulopyranose C(C)(=O)N[C@H]1C(O)O[C@@H]([C@@H]([C@H]1O)O)C